[(E)-[[3-[2-[(4-acetamidophenyl)sulfonylamino]-2-(6-methoxy-1,3-benzothiazol-2-yl)ethyl]phenyl]-amino-methylene]amino] acetate C(C)(=O)O/N=C(/N)\C1=CC(=CC=C1)CC(C=1SC2=C(N1)C=CC(=C2)OC)NS(=O)(=O)C2=CC=C(C=C2)NC(C)=O